butyric acid 3-(2-(allyl (methyl) amino) ethyl)-1H-indol-7-yl ester C(C=C)N(CCC1=CNC2=C(C=CC=C12)OC(CCC)=O)C